6-Cyclopentyl-N'-((1,2,3,5,6,7-hexahydro-s-indacen-4-yl)carbamoyl)pyridine-3-sulfonimidamide C1(CCCC1)C1=CC=C(C=N1)S(=O)(N)=NC(NC1=C2CCCC2=CC=2CCCC12)=O